FC=1N=C(SC1CN1C[C@]2(C[C@@H]1C)OCC1=C2C=NC(=C1)OC)NC(C)=O N-(4-fluoro-5-(((3r,5's)-6-methoxy-5'-methyl-1H-spiro[furo[3,4-c]pyridin-3,3'-pyrrolidin]-1'-yl)methyl)thiazol-2-yl)acetamide